FC(C1(CC1)C(=O)N1CC2(C1)CNC[C@H]2C(=O)[O-])(F)F (S)-2-[1-(trifluoromethyl) cyclopropanecarbonyl]-2,6-diazaspiro[3.4]octane-8-carboxylate